CC(CNC(OC(C)(C)C)=O)CNC1=NC=CC=C1 tert-Butyl (2-methyl-3-(pyridin-2-ylamino)propyl)carbamate